ClC1=NN=CC2=CC(=CC=C12)Cl 1,6-dichlorophthalazine